BrC1=CC(=C(C(=C1)C)NCCN(C)C)C N1-(4-bromo-2,6-dimethylphenyl)-N2,N2-dimethylethane-1,2-diamine